4-(thiophen-3-yl)-1,2,5-thiadiazol-3-ol S1C=C(C=C1)C=1C(=NSN1)O